methyl 3-[(1S)-1-aminoethyl]bicyclo[1.1.1]pentane-1-carboxylate N[C@@H](C)C12CC(C1)(C2)C(=O)OC